The molecule is an acyl-CoA(4-) obtained by deprotonation of the phosphate and diphosphate OH groups of (5Z)-tetradecenoyl-CoA; major species at pH 7.3. It is a monounsaturated fatty acyl-CoA(4-) and a long-chain fatty acyl-CoA(4-). It derives from a (7Z)-3-oxohexadecenoyl-CoA(4-). It is a conjugate base of a (5Z)-tetradecenoyl-CoA. CCCCCCCC/C=C\\CCCC(=O)SCCNC(=O)CCNC(=O)[C@@H](C(C)(C)COP(=O)([O-])OP(=O)([O-])OC[C@@H]1[C@H]([C@H]([C@@H](O1)N2C=NC3=C(N=CN=C32)N)O)OP(=O)([O-])[O-])O